COC1=C(CO)C=CC=C1 2-methoxybenzyl alcohol